C(C)(C)(C)C1=CC(=CC1)C(C)(C)C 1,3-di-tert-butyl-1,3-cyclopentadiene